2-(6-{[4-(2-amino-5-fluoroquinazolin-4-yl)-1H-1,2,3-triazol-1-yl]methyl}pyridin-2-yl)propan-2-ol NC1=NC2=CC=CC(=C2C(=N1)C=1N=NN(C1)CC1=CC=CC(=N1)C(C)(C)O)F